(3S)-3-((3R)-4-fluoro-5-(4-((3-(1-hydroxyethyl)pyrrolidin-1-yl)methyl)pyridin-2-yl)-3-methyl-1-oxoisoindolin-2-yl)piperidine-2,6-dione FC1=C2[C@H](N(C(C2=CC=C1C1=NC=CC(=C1)CN1CC(CC1)C(C)O)=O)[C@@H]1C(NC(CC1)=O)=O)C